Cl.NC=1C=CC(N(N1)C)=O 6-amino-2-methylpyridazin-3(2H)-one hydrochloride